Triazin-Thiol N1=NN=C(C=C1)S